2,3-dihydroxypropylene OC(=C)CO